3-(4-(9-(piperazin-1-ylmethyl)-3-azaspiro[5.5]undecane-3-carbonyl)phenyl)piperidine-2,6-dione N1(CCNCC1)CC1CCC2(CCN(CC2)C(=O)C2=CC=C(C=C2)C2C(NC(CC2)=O)=O)CC1